5-(3-(trifluoromethyl)benzamido)-4,5,6,7-tetrahydro-1H-pyrazolo[3,4-b]pyridine-3-carboxylic acid FC(C=1C=C(C(=O)NC2CC3=C(NC2)NN=C3C(=O)O)C=CC1)(F)F